CC1=C(C=2N(C=C1C1=C(C3=NC(=CC=C3N1)N1C[C@@H](N(C[C@@H]1C)C(CN(C)C)=O)C)C(C)C)N=CN2)C 1-[(2S,5S)-4-(2-{7,8-dimethyl-[1,2,4]triazolo[1,5-a]pyridin-6-yl}-3-(propan-2-yl)-1H-pyrrolo[3,2-b]pyridin-5-yl)-2,5-dimethylpiperazin-1-yl]-2-(dimethylamino)ethan-1-one